4-(4-bromophenylethyl)piperidine BrC1=CC=C(C=C1)CCC1CCNCC1